2,4-dichloro-5H,6H,7H-cyclopenta[b]pyridine ClC1=CC(=C2C(=N1)CCC2)Cl